FC[C@H](C)N1N=NC2=C1C=C(C=C2)C=2C=CN1N=C(N=C(C12)OC)NC1CCC2(COC2)CC1 (S)-5-(1-(1-fluoropropan-2-yl)-1H-benzo[d][1,2,3]triazol-6-yl)-4-methoxy-N-(2-oxaspiro[3.5]nonan-7-yl)pyrrolo[2,1-f][1,2,4]triazin-2-amine